F[C@H]1C[C@H](N2N=C(N=C21)C(=O)C2CCOCC2)C2=CC=CC=C2 ((5S,7S)-7-fluoro-5-phenyl-6,7-dihydro-5H-pyrrolo[1,2-b][1,2,4]triazol-2-yl)(tetrahydro-2H-pyran-4-yl)methanone